C(C)(C)(C)OC(=O)N(C[C@@H](CC(=O)OC)C1=CC(=CC=C1)O)C methyl (S)-4-((tert-butoxycarbonyl)(methyl)amino)-3-(3-hydroxyphenyl)butanoate